C(C)(C)(C)C1=CC=C(C(=O)Cl)C=C1 para-tert-butylbenzoyl chloride